(S)-1-(2-(dimethylamino)ethyl)-3-(trifluoromethyl)-N-(1-(3-(2-(trifluoromethyl)pyridin-4-yl)-1,2,4-oxadiazol-5-yl)ethyl)-1H-pyrazole-5-carboxamide CN(CCN1N=C(C=C1C(=O)N[C@@H](C)C1=NC(=NO1)C1=CC(=NC=C1)C(F)(F)F)C(F)(F)F)C